OC[C@H]1N(C[C@@H](C1)C1=C(C=CC=C1)C)C(=O)OC(C)(C)C tert-butyl (2S,4S)-2-(hydroxymethyl)-4-(o-tolyl)pyrrolidine-1-carboxylate